3-aminohexahydropyridine-2,6-dione hydrochloride Cl.NC1C(NC(CC1)=O)=O